NC1=C(CNC23CC4(CC(CC(C2)C4)C3)O)C=C(C=C1Br)Br 3-((2-amino-3,5-dibromobenzyl)amino)adamantan-1-ol